FC1=C(C=CC(=C1)N1C[C@@](CCC1)(CCC1=CC(=CC=C1)C(F)(F)F)N(C1CCN(CC1)C)C)S(=O)(=O)NC1=NC=NC=C1 (S)-2-Fluoro-4-(3-(methyl(1-methylpiperidin-4-yl)amino)-3-(3-(trifluoromethyl)phenethyl)piperidin-1-yl)-N-(pyrimidin-4-yl)benzenesulfonamide